C(C)(C)(C)OC(NC1(CCN(CC1)C=1N=C(C2=C(N1)NC=C2C2=C(C1=CN(N=C1C=C2)C)Cl)C#N)C2=CC=CC=C2)=O (1-(4-cyano-5-(4-chloro-2-methyl-2H-indazol-5-yl)-7H-pyrrolo[2,3-d]pyrimidin-2-yl)-4-phenylpiperidin-4-yl)carbamic acid tert-butyl ester